7-amino-N-[(3R)-7-[(3S,4R)-3-amino-4-methoxypyrrolidin-1-yl]-3,4-dihydro-2H-1-benzopyran-3-yl]-3-methylthieno[2,3-b]pyrazine-6-carboxamide NC1=C(SC2=NC(=CN=C21)C)C(=O)N[C@H]2COC1=C(C2)C=CC(=C1)N1C[C@@H]([C@@H](C1)OC)N